OB1OCC2=C1C(=C(C=C2)C(=O)N[C@@H](C(C)C)C(=O)OCC2(CCOCC2)F)C (4-fluorotetrahydro-2H-pyran-4-yl)methyl (1-hydroxy-7-methyl-1,3-dihydrobenzo[c][1,2]oxaborole-6-carbonyl)-L-valinate